2'-((7-((R)-3-Methylmorpholine-4-carbonyl)-5,6,7,8-tetrahydrobenzo[4,5]thieno[2,3-d]pyrimidin-4-yl)amino)spiro[cyclohexane-1,4'-thieno[2,3-c]pyrrol]-6'(5'H)-one C[C@H]1N(CCOC1)C(=O)C1CC2=C(C3=C(N=CN=C3NC3=CC4=C(C(NC45CCCCC5)=O)S3)S2)CC1